O1CC(C1)CC1=CC=C(C=C1)C(C)=O 1-(4-(oxetan-3-ylmethyl)phenyl)ethan-1-one